[N+](=O)([O-])C1=C(COS(=O)(=O)C2=CC=C(C)C=C2)C(=CC=C1)[N+](=O)[O-] p-toluenesulfonic acid 2,6-dinitrobenzyl ester